CN1C(CCC2=CC(=CC=C12)C=1CCC(CN1)C)=O 1-methyl-6-(3-methyl-2,3,4,5-tetrahydropyridin-6-yl)-3,4-dihydroquinolin-2-one